3-(3-Chloro-5-((2-chloro-4-fluorobenzyl)oxy)phenyl)-5-(2,4-dimethoxypyrimidin-5-yl)-2H-[1,3'-bipyridin]-2-one ClC=1C=C(C=C(C1)OCC1=C(C=C(C=C1)F)Cl)C=1C(N(C=C(C1)C=1C(=NC(=NC1)OC)OC)C=1C=NC=CC1)=O